(methyl 6-(2-hydroxypropan-2-yl) pyridin-2-yl) methanesulfonate CS(=O)(=O)OC1=NC(=CC=C1C)C(C)(C)O